tert-butyl (2R,5S)-4-(1-(4,6-diisopropylpyrimidin-5-yl)-6-fluoro-7-(2-fluorophenyl)-2-oxo-1,2-dihydropyrido[2,3-d]pyrimidin-4-yl)-2,5-dimethylpiperazine-1-carboxylate C(C)(C)C1=NC=NC(=C1N1C(N=C(C2=C1N=C(C(=C2)F)C2=C(C=CC=C2)F)N2C[C@H](N(C[C@@H]2C)C(=O)OC(C)(C)C)C)=O)C(C)C